2'-chloro-6-fluoro-4'-methoxy-5-(2-methoxyethoxy)-5'-(2-oxo-1-phenylethyl)-[1,1'-biphenyl]-2-carbonitrile ClC1=C(C=C(C(=C1)OC)C(C=O)C1=CC=CC=C1)C=1C(=CC=C(C1F)OCCOC)C#N